N-(4-((2-(1,1-difluoroethyl)-6-ethylpyrimidin-4-yl)amino)-5-(2-(methoxymethyl)pyrimidin-4-yl)pyridin-2-yl)acetamide FC(C)(F)C1=NC(=CC(=N1)NC1=CC(=NC=C1C1=NC(=NC=C1)COC)NC(C)=O)CC